C(C)(=O)N1CCC(CC1)CNC1=NC=CC(=N1)C(=O)[O-] (((1-acetylpiperidin-4-yl)methyl)amino)-pyrimidine-4-carboxylate